CNC(C(O)O)CCC(C)C 2-methylamino-5-methyl-1,1-hexanediol